5-((5-Chloro-2-(isopropylamino)pyrimidin-4-yl)amino)-3-(3-hydroxy-3-methylbutyl)-1-methyl-1,3-dihydro-2H-benzo[d]imidazol-2-on ClC=1C(=NC(=NC1)NC(C)C)NC1=CC2=C(N(C(N2CCC(C)(C)O)=O)C)C=C1